CN(C)CC1=CC=C(C(=O)NC2=NC3=C(N2)C(=CC=C3N3CCOCC3)OC)C=C1 4-[(dimethylamino)methyl]-N-[7-methoxy-4-(morpholin-4-yl)-1H-1,3-benzodiazol-2-yl]benzamide